NC1=[NH+]C(=CC(=N1)O)C 2-amino-4-hydroxy-6-methylpyrimidinium